OC1=C(C=CC(=C1)OCCCCCCCCCCCC)C1=NC(=NC(=N1)C1=C(C=C(C=C1)C)C)C1=C(C=C(C=C1)C)C 2-(2-Hydroxy-4-dodecyloxyphenyl)-4,6-bis(2,4-dimethyl-phenyl)-1,3,5-triazin